1-chloro-2,2-bis(hydroxymethyl)-3-propanol ClCC(CO)(CO)CO